3,9-dihydroxy-8-(pyrrolidin-1-ylmethyl)benzo[5,6]oxazepin OC1=NOC2=C(C=C1)C=CC(=C2O)CN2CCCC2